1,3,2-dioxaborolane-d5 O1B(OC(C1([2H])[2H])([2H])[2H])[2H]